BrC1=C2C=CN(C2=CC(=C1SC1=CC(=NC=C1)C#N)F)[Si](C(C)C)(C(C)C)C(C)C 4-((4-Bromo-6-fluoro-1-(triisopropylsilyl)-1H-indol-5-yl)thio)picolinonitrile